N1=NC(=CC=C1)N1C[C@H](CCC1)NC(OCCCC)=O butyl N-[(3S)-1-(pyridazin-3-yl)piperidin-3-yl]carbamate